BrC1=CC=CC2=C1C1=C(O2)C=2C=CC=C(C2C=C1)C1=CC=CC=C1 7-bromo-4-phenylnaphtho[1,2-b]benzofuran